C(#N)CC1CC(C1)(C1=NN=CN1C)C=1C=C(C=CC1)NC(=O)C=1C=2N(C=C(C1)CNCC1(CCC1)C)C=CN2 N-(3-((1s,3s)-3-(cyanomethyl)-1-(4-methyl-4H-1,2,4-triazol-3-yl)cyclobutyl)phenyl)-6-((((1-methylcyclobutyl)methyl)amino)methyl)imidazo[1,2-a]pyridine-8-carboxamide